O1C(=NCC1)C1=C(C=C(C=C1)C=1OCCN1)C=1OCCN1 1,2,4-tris(oxazolinyl)benzene